NCCN(CCO)C1=CC=C(C=C1)\C=C\C1=NC=NC=C1 (E)-2-((2-aminoethyl)(4-(2-(pyrimidin-4-yl)vinyl)phenyl)amino)ethan-1-ol